4-(2-Bromo-4-fluorophenyl)-N-(2-fluorophenyl)-1,3-dimethyl-1H-pyrazol-5-amin BrC1=C(C=CC(=C1)F)C=1C(=NN(C1NC1=C(C=CC=C1)F)C)C